C1=C2C3=C(OC(C2=CC=C1)=O)CCCCC3=O 7,8,9,10-tetrahydrocyclohepta[c]isochromene-5,11-dione